O1C2=C(NCC1)N=C(C=C2)CCCCCO[C@H]2CN(CC2)C(C(=O)O)C2=C(C(=CC(=C2)C(C)C)F)OC 2-((R)-3-((5-(3,4-dihydro-2H-pyrido[3,2-b][1,4]oxazin-6-yl)pentyl)oxy)pyrrolidin-1-yl)-2-(3-fluoro-5-isopropyl-2-methoxyphenyl)acetic acid